4-((S)-2-((S)-2-(2-(4-(2,5-dioxo-2,5-dihydro-1H-pyrrol-1-yl)phenyl)acetylamino)-3-methylbutyrylamino)-5-ureidopentanoylamino)benzyl-(4-nitrobenzene) carbonate C(O)(O)=O.O=C1N(C(C=C1)=O)C1=CC=C(C=C1)CC(=O)N[C@H](C(=O)N[C@H](C(=O)NC1=CC=C(CC2=CC=C(C=C2)[N+](=O)[O-])C=C1)CCCNC(=O)N)C(C)C